Cl.ClC1=CC=C(C=C1)C(CC(C)C)N1[C@@H](CN[C@H](C1)C)C (2R,5s)-1-(1-(4-chlorophenyl)-3-methylbutyl)-2,5-dimethylpiperazine hydrochloride